COC(=O)C1=NC=C(N=C1Cl)N1CCC(CC1)(C)NC(=O)OC(C)(C)C 5-(4-((tert-butoxycarbonyl)amino)-4-methylpiperidin-1-yl)-3-chloropyrazine-2-carboxylic acid methyl ester